O=C1N(CCOC1)[C@H]1C(=NN(C1)C(=O)N[C@H](C)C1=CC=C(C=C1)C(F)(F)F)C1=CC=C(C=C1)C (R)-4-(3-oxomorpholin-4-yl)-3-(4-methylphenyl)-N-((R)-1-(4-(trifluoromethyl)phenyl)ethyl)-4,5-dihydro-1H-pyrazol-1-carboxamide